N-[4-(4-Chlorophenyl)-1-(2,6-difluoro-4-methoxyphenyl)-5-methyl-1H-imidazol-2-yl]-4-(difluoromethoxy)benzamide ClC1=CC=C(C=C1)C=1N=C(N(C1C)C1=C(C=C(C=C1F)OC)F)NC(C1=CC=C(C=C1)OC(F)F)=O